2-(3,5-dichloro-4-((6-oxo-1-(1,1,1-trifluoropropan-2-yl)-1,6-dihydropyridin-3-yl)oxy)phenyl)-3,5-dioxo-2,3,4,5-tetrahydro-1,2,4-triazine-6-carboxylic acid ClC=1C=C(C=C(C1OC1=CN(C(C=C1)=O)C(C(F)(F)F)C)Cl)N1N=C(C(NC1=O)=O)C(=O)O